2-methyl-2-(4-(3-methyl-2-oxo-8-(quinolin-3-yl)-2,3-dihydroimidazo[4,5-c]quinolin-1-yl)phenyl)propanenitrile CC(C#N)(C)C1=CC=C(C=C1)N1C(N(C=2C=NC=3C=CC(=CC3C21)C=2C=NC1=CC=CC=C1C2)C)=O